C1CCC2=C(C=3CCCC3C=C12)NC(=O)N=S(=O)(N)C=1C=NN2C1OCC2COC N'-((1,2,3,5,6,7-hexahydro-s-indacen-4-yl)carbamoyl)-3-(methoxymethyl)-2,3-dihydropyrazolo[5,1-b]oxazole-7-sulfonimidamide